methyl N-[6-chloro-4-[[(1S)-3-(methylamino)-1-[[(3S,5R)-5-methyl-2-oxo-pyrrolidin-3-yl]methyl]-2,3-dioxo-propyl]carbamoyl]-3-pyridyl]carbamate ClC1=CC(=C(C=N1)NC(OC)=O)C(N[C@H](C(C(=O)NC)=O)C[C@H]1C(N[C@@H](C1)C)=O)=O